N-ethoxyethyl-3-methylpyridine C(C)OCCN1CC(=CC=C1)C